3-amino-4-(methoxy-d3)-N-methylbenzamide NC=1C=C(C(=O)NC)C=CC1OC([2H])([2H])[2H]